7-bromo-3-butyl-3-ethyl-8-methoxy-5-phenyl-2,3,4,5-tetrahydro-1,5-benzothiazepine 1,1-dioxide BrC=1C(=CC2=C(N(CC(CS2(=O)=O)(CC)CCCC)C2=CC=CC=C2)C1)OC